(2R,6S)-4-(2-chloro-6-((1-(methoxycarbonyl)-1,2,3,4-tetrahydronaphthalen-1-yl)methyl)-5-nitropyrimidin-4-yl)-2,6-dimethylpiperazine-1-carboxylic acid tert-butyl ester C(C)(C)(C)OC(=O)N1[C@@H](CN(C[C@@H]1C)C1=NC(=NC(=C1[N+](=O)[O-])CC1(CCCC2=CC=CC=C12)C(=O)OC)Cl)C